OC1=CC=C(C=C1)CCC1=CC=C(C=C1)O 1,2-bis(4-hydroxyphenyl)ethane